C(C)(=O)N1CC(=CC1)C1=CC(=C2C(=NC=NN21)N)N2CC(CCC2)NC(=O)C=2SC(=CC2OC2CCN(CC2)C)C(F)F N-(1-(7-(1-acetyl-2,5-dihydro-1H-pyrrol-3-yl)-4-aminopyrrolo[2,1-f][1,2,4]triazin-5-yl)piperidin-3-yl)-5-(difluoromethyl)-3-((1-methylpiperidin-4-yl)oxy)thiophene-2-carboxamide